FC1=NC2=C(C(=CC=C2C(=N1)N1CC2CCC(C1)N2C(=O)OC(C)(C)C)C2=CC(=CC1=CC=C(C(=C21)C#C[Si](C(C)C)(C(C)C)C(C)C)F)OCOC)F tert-butyl 3-(2,8-difluoro-7-(7-fluoro-3-(methoxymethoxy)-8-((triisopropylsilyl)ethynyl)naphthalen-1-yl)quinazolin-4-yl)-3,8-diazabicyclo[3.2.1]octane-8-carboxylate